N-(2-(3,6-diazabicyclo[3.1.1]hept-6-yl)-5-(trifluoromethyl)pyrimidin-4-yl)-1H-indazol-5-amine C12CNCC(N1C1=NC=C(C(=N1)NC=1C=C3C=NNC3=CC1)C(F)(F)F)C2